C1(=CC=CC=C1)C1=NC(=NC(=C1)C1=CC=CC=C1)C=1C(=C(C#N)C(=C(C1C=1C=CC=2N(C3=CC=CC=C3C2C1)C1=CC=CC=C1)C=1C=CC=2N(C3=CC=CC=C3C2C1)C1=CC=CC=C1)C=1C=CC=2N(C3=CC=CC=C3C2C1)C1=CC=CC=C1)C=1C=CC=2N(C3=CC=CC=C3C2C1)C1=CC=CC=C1 3-(4,6-diphenylpyrimidin-2-yl)-2,4,5,6-tetrakis(9-phenyl-9H-carbazol-3-yl)benzonitrile